The molecule is a dicarboxylic acid monoester that resulting from the formal condensation of one of the carboxy groups of terephthalic acid with one of the hydroxy groups of ethylene glycol. It derives from a terephthalic acid and an ethylene glycol. It is a conjugate acid of a 4-[(2-hydroxyethoxy)carbonyl]benzoate. C1=CC(=CC=C1C(=O)O)C(=O)OCCO